ClC1=C(C=CC=C1)C=1N=C2C=3C=C(C=NC3C=CN2C1CO)C=1C=NN(C1)[C@@H]1CNCC1 (S)-(2-(2-Chlorophenyl)-9-(1-(pyrrolidin-3-yl)-1H-pyrazol-4-yl)imidazo[2,1-f][1,6]naphthyridin-3-yl)methanol